BrC=1N(C(=C(N1)C=1NC2=C(C(=C(N=N2)C(F)(F)F)C)N1)SCC)C 6-[2-bromo-5-(ethylsulfanyl)-1-methyl-1H-imidazol-4-yl]-methyl-3-(trifluoromethyl)-7H-imidazo[4,5-e]pyridazine